7-Ethyl-5-methoxy-1,3-dimethylquinolin-2(1H)-one C(C)C1=CC(=C2C=C(C(N(C2=C1)C)=O)C)OC